2-(4-(2-ethyl-4,6-dimethyl-1H-imidazo[4,5-c]pyridin-1-yl)phenyl)ethylamine C(C)C=1N(C2=C(C(=NC(=C2)C)C)N1)C1=CC=C(C=C1)CCN